Cl.CC=1N=C2N(N=C(C=C2C)C2=CC3=C(N=C(N=N3)C3CCNCC3)C(=C2)F)C1 7-(2,8-dimethylimidazo[1,2-b]pyridazin-6-yl)-5-fluoro-3-(piperidin-4-yl)benzo[e][1,2,4]triazine hydrochloride